sulfur gold copper lead [Pb].[Cu].[Au].[S]